CC1(CCN(CC1)CC1=CC=C(CNC2=C3C(N(C(=NC3=CC=C2)C)C2C(NC(CC2)=O)=O)=O)C=C1)C 3-(5-((4-((4,4-dimethylpiperidin-1-yl)methyl)benzyl)amino)-2-methyl-4-oxoquinazolin-3(4H)-yl)piperidine-2,6-dione